N-(3-Acetamido-4-methylphenyl)-3-(2,4-dichlorophenyl)-1-methyl-1H-indazole-5-carboxamide C(C)(=O)NC=1C=C(C=CC1C)NC(=O)C=1C=C2C(=NN(C2=CC1)C)C1=C(C=C(C=C1)Cl)Cl